C1(CC1)C#CC1=CC2=C(N(C(C(N2C)=O)=O)C2CCN(CC2)C2=NC=C(C=N2)C#N)N=C1 2-(4-(7-(cyclopropylethynyl)-1-methyl-2,3-dioxo-2,3-dihydropyrido[2,3-b]pyrazin-4(1H)-yl)piperidin-1-yl)pyrimidine-5-carbonitrile